5-fluoro-6-methylpyridine-2-carboxylic acid FC=1C=CC(=NC1C)C(=O)O